(1S)-6-[(2S,5R)-5-aminooxane-2-carbonyl]-6-azaspiro[2.5]octan N[C@@H]1CC[C@H](OC1)C(=O)N1CCC2(CC2)CC1